tert-Butyl-[(1-chloro-4-methoxy-6,7-dihydro-5H-cyclopenta[c]pyridin-6-yl)methoxy]-diphenyl-silane C(C)(C)(C)[Si](C1=CC=CC=C1)(C1=CC=CC=C1)OCC1CC2=C(C(=NC=C2OC)Cl)C1